p-toluyl acetate C(C)(=O)OC1=CC=C(C=C1)C